7-(4-Aminobenzyl)-5-methoxy-3-methylpyrido[3,4-d]pyridazin-4(3H)-one NC1=CC=C(CC2=CC3=C(C(N(N=C3)C)=O)C(=N2)OC)C=C1